Butyl 4-(4-(7-fluoro-1H-indol-3-yl)thiophen-2-yl)-4-oxobutyrate FC=1C=CC=C2C(=CNC12)C=1C=C(SC1)C(CCC(=O)OCCCC)=O